COC(=O)C=1N(C=C(C1)C1=C(C=CC(=C1)F)F)CC1=CC=CC=C1 1-benzyl-4-(2,5-difluorophenyl)-1H-pyrrole-2-carboxylic acid methyl ester